(3,4-difluoro-2-(2-methoxyethoxy)phenyl)boronic acid FC=1C(=C(C=CC1F)B(O)O)OCCOC